N-methyl-3-{2-methyl-5-[(2-methyl-1,3-thiazol-5-yl)methoxy]-1-benzothiophene-3-amido}oxolane-3-carboxamide CNC(=O)C1(COCC1)NC(=O)C1=C(SC2=C1C=C(C=C2)OCC2=CN=C(S2)C)C